NC1=C(C=CC=C1)C(=O)C1CCCCC1 (2-AMINOPHENYL)CYCLOHEXYL-METHANONE